FC1=C(C(=O)OC)C=CC(=C1C1=CC2=C(N=C(N=C2)NC)N2C1=NCC2)C methyl 2-fluoro-4-methyl-3-(2-(methylamino)-8,9-dihydroimidazo[1',2':1,6]pyrido[2,3-d]pyrimidin-6-yl)benzoate